NC1=C(SC=C1)C(=O)O 3-AMINOTHIOPHENE-2-CARBOXYLIC ACID